ethyl 6-acetyl-1-benzofuran-2-carboxylate C(C)(=O)C1=CC2=C(C=C(O2)C(=O)OCC)C=C1